(4-((5-chloro-4-(1-isopropyl-1H-pyrazol-4-yl)pyrimidin-2-yl)amino)-3-methoxyphenyl)(morpholino)methanethione ClC=1C(=NC(=NC1)NC1=C(C=C(C=C1)C(=S)N1CCOCC1)OC)C=1C=NN(C1)C(C)C